CC=1C(=C(C=C(C1OC)[N+](=O)[O-])F)F methyl-1,2-difluoro-4-methoxy-5-nitrobenzene